FC=1C=NN(C1CO)C (4-fluoro-1-methyl-1H-pyrazol-5-yl)methanol